ClCCN1CCC(CC1)C#N (2-chloroethyl)piperidine-4-carbonitrile